1,3,5,7-tetraazabicyclo[3.3.1]nonane-3-methanamine N12CN(CN(CNC1)C2)CN